exo-N-[1-(1-benzofuran-2-yl)ethyl]-5-fluoro-1a,6b-dihydro-1H-cyclopropa[b][1]benzofuran-1-carboxamide O1C(=CC2=C1C=CC=C2)C(C)NC(=O)C2C1OC3=C(C12)C=C(C=C3)F